C1(CC1)N1N=CC(=C1)C=1C=C(C=CC1)N(C(=O)[C@@H]1CC[C@H](CC1)OC(=O)N1CC(C1)C(=O)O)C[C@@H]1CC[C@H](CC1)C1=CC(=C(C=C1)OC)C 1-(((trans-4-((3-(1-Cyclopropyl-1H-pyrazol-4-yl)phenyl)((trans-4-(4-methoxy-3-methylphenyl)cyclohexyl)methyl)carbamoyl)cyclohexyl)oxy)carbonyl)azetidine-3-carboxylic acid